C12(CC(C1)C2)CNC(N(CC=2SC(=NN2)Br)C2(CC2)C(=O)OC)=O methyl 1-(3-(bicyclo[1.1.1]pentan-1-ylmethyl)-1-((5-bromo-1,3,4-thiadiazol-2-yl)methyl)ureido)cyclopropane-1-carboxylate